ClC=1C=CC=C2C(=CN=C(C12)O)S(=O)(=O)Cl 8-chloro-1-hydroxy-isoquinoline-4-sulfonyl chloride